N-(2H3)methyl-6-[(1-methyl-1H-pyrazol-3-yl)amino]pyridazine-3-carboxamide C(NC(=O)C=1N=NC(=CC1)NC1=NN(C=C1)C)([2H])([2H])[2H]